3-(piperazin-1-yl)propyl benzoate TFA salt OC(=O)C(F)(F)F.C(C1=CC=CC=C1)(=O)OCCCN1CCNCC1